3-methyl-5-(5-(oxazol-2-yl)pyridin-3-yl)phenol CC=1C=C(C=C(C1)C=1C=NC=C(C1)C=1OC=CN1)O